CC(C(=O)N)=CCN1CCC(CC1)C 2-methyl-4-(4-methylpiperidin-1-yl)but-2-enamide